5-[(7-chloro-3-methyl-imidazo[4,5-b]pyridin-5-yl)amino]-4-ethyl-pyridine-2-carbonitrile ClC1=C2C(=NC(=C1)NC=1C(=CC(=NC1)C#N)CC)N(C=N2)C